CC1=C(C=CC=C1)C=CC1=CC=C(C=C1)C=CC1=C(C=CC=C1)C 1,4-bis[2-(2-methylphenyl)vinyl]benzene